C1=CC=CC=2C3C4=CC=CC=C4C(C12)C(C3C(=O)NN)C(=O)NN 9,10-dihydro-9,10-ethanoanthracene-11,12-dicarboxylic acid dihydrazide